NC=1C=C2C(=CN(C2=CC1)C1=NC(=NC=C1C#N)NC=1C=NN(C1)C)C 4-(5-Amino-3-methyl-indol-1-yl)-2-[(1-methylpyrazol-4-yl)amino]pyrimidine-5-carbonitrile